C(C)(C)N1N=CC=C1C(=O)N[C@H](C(=O)NC1=CC=C(C=C1)C=1C(=[N+](C=CC1C)[O-])C)[C@H]1CCCC2=CC=CC=C12 3-(4-((S)-2-(1-isopropyl-1H-pyrazole-5-carboxamido)-2-((S)-1,2,3,4-tetrahydronaphthalen-1-yl)acetamido)phenyl)-2,4-dimethylpyridine 1-oxide